ketoisoleucine sodium [Na].O=N[C@@H]([C@@H](C)CC)C(=O)O